4-[[(2R,3R,4R,5S)-3-(3,4-Difluoro-2-methoxy-phenyl)-4,5-dimethyl-5-(trifluoromethyl)tetrahydrofuran-2-carbonyl]amino]-6-fluoro-pyridin-2-carboxamid FC=1C(=C(C=CC1F)[C@@H]1[C@@H](O[C@@]([C@@H]1C)(C(F)(F)F)C)C(=O)NC1=CC(=NC(=C1)F)C(=O)N)OC